C1(=CC=CC=C1)N(C(=O)N1[C@@H]([C@H]2CC[C@@H](C1)N2C(N(CC2=CSC(=C2)C)CC)=O)C(=O)O)C2=CC=CC=C2 (1R,2S,5S)-3-(diphenylcarbamoyl)-8-(ethyl((5-methylthiophen-3-yl)methyl)carbamoyl)-3,8-diazabicyclo[3.2.1]octane-2-carboxylic acid